benzyl 4-(2-{5-[2-({[(tert-butoxy)carbonyl]amino}methyl)pyridin-4-yl]-4-(4-chlorophenyl)-1H-imidazol-1-yl}acetyl)piperazine-1-carboxylate C(C)(C)(C)OC(=O)NCC1=NC=CC(=C1)C1=C(N=CN1CC(=O)N1CCN(CC1)C(=O)OCC1=CC=CC=C1)C1=CC=C(C=C1)Cl